C(C)S(=O)(=O)NC1=NC=CC(=C1F)CN1C=C(C(=C(C1=O)C)NC1=C(C=C(C=C1)I)F)C(=O)OC methyl 1-[[2-(ethylsulfonylamino)-3-fluoropyridin-4-yl] methyl]-4-(2-fluoro-4-iodoanilino)-5-methyl-6-oxopyridine-3-carboxylate